3-(3-bromophenyl)isoxazol-5-amine BrC=1C=C(C=CC1)C1=NOC(=C1)N